aniline formate C(=O)O.NC1=CC=CC=C1